O(C)C1=C(C2=CC=CC=C2C=C1)C1=CC=CC2=CC=CC=C12 (S)-2'-methoxyl-1,1'-binaphthyl